(1-(4-chlorobenzyl)piperidin-4-yl)methylamine ClC1=CC=C(CN2CCC(CC2)CN)C=C1